3-(3-chlorophenyl)-1-(pyridin-2-ylethynyl)-3-azabicyclo[3.1.0]hexane ClC=1C=C(C=CC1)N1CC2(CC2C1)C#CC1=NC=CC=C1